5-(1,4-diazabicyclo[2.2.2]octanyl)-1-iodopentane, iodide salt [I-].N12C(CN(CC1)CC2)CCCCCI